5-(3,5-difluorophenyl)-N-(2,2-difluoropropyl)pyridine-3-carboxamide FC=1C=C(C=C(C1)F)C=1C=C(C=NC1)C(=O)NCC(C)(F)F